adamantaneamine carbonate C(O)(O)=O.C12(CC3CC(CC(C1)C3)C2)N